FC=1C=C(C(=NC1)OC)C=1N=CC2=C(N1)NC=C2 (5-fluoro-2-methoxypyridin-3-yl)-7H-pyrrolo[2,3-d]pyrimidin